C1(=C(C=CC=C1)[Ni-3](SC=1C=C(C=CC1)C)C=1SC=CC1)C o-tolyl-(thiophenyl)(m-tolylsulfanyl)nickel (0)